CC1=C(N=NC(=C1C)O)O 4,5-dimethyl-3,6-dihydroxypyridazine